aluminum furandicarboxylate O1C(=C(C=C1)C(=O)[O-])C(=O)[O-].[Al+3].O1C(=C(C=C1)C(=O)[O-])C(=O)[O-].O1C(=C(C=C1)C(=O)[O-])C(=O)[O-].[Al+3]